NC1=NC(=C(C(=N1)N[C@H](CC(=O)O)CCCC)CC1=C(C=CC(=C1)C(C)(C)C(=O)O)OC)C (S)-3-((2-amino-5-(5-(2-carboxyprop-2-yl)-2-methoxybenzyl)-6-methylpyrimidin-4-yl)amino)heptanoic acid